FC=1C=C(OC2=C(C3=C(C(N(S3(=O)=O)C)O)C=C2)C)C=C(C1)F 6-(3,5-Difluorophenoxy)-3-hydroxy-2,7-dimethyl-2,3-dihydrobenzo[d]isothiazole-1,1-dioxide